2,5-dihydro-1,2,4-thiadiazole S1NC=NC1